FC(S(=O)(=O)OC=1C2=C(N=C(N1)OC[C@H]1N(CCC1)C)CN(CC2)C2=CC(=CC1=CC=CC=C21)OCOC)(F)F (S)-7-(3-(methoxymethoxy)naphthalen-1-yl)-2-((1-methylpyrrolidin-2-yl)methoxy)-5,6,7,8-tetrahydropyrido[3,4-d]pyrimidin-4-yl trifluoromethanesulfonate